(E)-6-((2-(aminomethyl)-3-fluoroallyl)oxy)-N-benzylbenzo[d]oxazol-2-amine NC/C(/COC1=CC2=C(N=C(O2)NCC2=CC=CC=C2)C=C1)=C\F